FC1=C(C#N)C(=CC=C1)C1=CC=CC2=C1NC(=NS2(=O)=O)NCC(C)OC 2-fluoro-6-(3-((2-methoxypropyl)amino)-1,1-dioxido-4H-benzo[e][1,2,4]thiadiazin-5-yl)benzonitrile